ClC1=NC=C2C=CC(=NC2=C1)N(S(=O)(=O)C)C1CCN(CC1)C(=O)OC(C)(C)C Tert-butyl 4-[N-(7-chloro-1,6-naphthyridin-2-yl)methanesulfonamido]piperidine-1-carboxylate